C/C(=C\Br)/C(=O)O alpha-bromomethacrylic acid